4-(2-(3-chloro-4-(6-(1-methylcyclopropoxy)-9-((4-methylpyridin-2-yl)methyl)-9H-purin-8-yl)phenyl)acetyl)piperazin-2-one ClC=1C=C(C=CC1C=1N(C2=NC=NC(=C2N1)OC1(CC1)C)CC1=NC=CC(=C1)C)CC(=O)N1CC(NCC1)=O